C(C)C1=NC(=CN=C1N)C(F)(F)F ethyl-3-amino-6-{trifluoromethyl}pyrazine